2-(3-iodo-5,6,7,8-tetrahydroimidazo[1,2-a]pyridin-2-yl)-6-(trifluoromethyl)pyrazolo[4,3-b]pyridine IC1=C(N=C2N1CCCC2)N2N=C1C(N=CC(=C1)C(F)(F)F)=C2